CC(CC(=O)O)CCC 3-Methyl-Caproic Acid